4-nitrobenzo[d]thiazol-5-amine [N+](=O)([O-])C1=C(C=CC2=C1N=CS2)N